ethyl 2,4-dichlorobenzoate ClC1=C(C(=O)OCC)C=CC(=C1)Cl